COC[C@H]1N(CCNC1)C=1C=C2CN3[C@@H](C2=CC1)CN(C[C@H]3C)C3=CC(N(C1=NC=CC=C31)C)=O 4-[(4R,10bS)-8-[(2S)-2-(methoxymethyl)piperazin-1-yl]-4-methyl-3,4,6,10b-tetrahydro-1H-pyrazino[2,1-a]isoindol-2-yl]-1-methyl-1,8-naphthyridin-2-one